8-[2-fluoro-4-[[5-(4-fluorophenyl)-4-hydroxy-6-methylpyridine-3-carbonyl]amino]phenoxy]-N-methyl-1,5-naphthyridine-3-carboxamide FC1=C(OC=2C=CN=C3C=C(C=NC23)C(=O)NC)C=CC(=C1)NC(=O)C=1C=NC(=C(C1O)C1=CC=C(C=C1)F)C